methyl 5-(2-((2-oxo-2-phenyl-1λ2-ethyl)amino)acetamido)isophthalate O=C([C]NCC(=O)NC=1C=C(C=C(C(=O)OC)C1)C(=O)[O-])C1=CC=CC=C1